FC=1C(=CC(=C(C1)NCC#CC=1OC2=C(C1N1C=CC=C1)C=CC=C2)OC)S(=O)(=O)C 2-(3-((5-fluoro-2-methoxy-4-(methylsulfonyl)phenyl)amino)prop-1-yn-1-yl)-3-(1H-pyrrol-1-yl)benzofuran